C(C=C)(=O)N1CC(C1)C1CCNC=2N1N=C(C2C(=O)N)C2=CC=C(C=C2)OC2=CC(=C(C=C2)Cl)Cl 7-(1-acryloylazetidin-3-yl)-2-(4-(3,4-dichlorophenoxy)phenyl)-4,5,6,7-tetrahydropyrazolo[1,5-a]pyrimidine-3-carboxamide